C1(CC1)C1=NN(C=C1C=1N=CC=C2C=CC=NC12)[C@@H]1C[C@H](C1)CCCNC=1C=C2C(N(C(C2=CC1)=O)C1C(NC(CC1)=O)=O)=O 5-((3-(trans-3-(3-cyclopropyl-4-(1,7-naphthyridin-8-yl)-1H-pyrazol-1-yl)cyclobutyl)propyl)amino)-2-(2,6-dioxopiperidin-3-yl)isoindoline-1,3-dione